C(C)(C)(C)C1=CC2=C(N=C(S2)C2=NC=3N(C(N(C(C3N2C)=O)CC)=O)CC)C=C1 8-(6-(tert-butyl)benzo[d]thiazol-2-yl)-1,3-diethyl-7-methyl-1H-purine-2,6(3H,7H)-dione